{3-(4-fluorophenyl)-1-[(1s,3s)-3-(methanesulfonyl)cyclobutyl]-1H-pyrazol-4-yl}-6-(1-methyl-1H-imidazol-4-yl)furo[2,3-d]pyrimidine FC1=CC=C(C=C1)C1=NN(C=C1C=1N=CC2=C(N1)OC(=C2)C=2N=CN(C2)C)C2CC(C2)S(=O)(=O)C